CCCCC/C=C\C=C\C=C 1,3(E),5(Z)-undecatriene